C(#N)[C@H]1N(CSC1)C(CNC(=O)C1=CC=NC2=CC=C(C=C12)C1=CC=NN1C(C)C)=O (R)-N-(2-(4-Cyanothiazolidin-3-yl)-2-oxoethyl)-6-(1-isopropyl-1H-pyrazol-5-yl)-quinoline-4-carboxamide